1-acetyl-5-methoxy-1H-pyrrolo[2,3-c]pyridine-2-carboxylic acid ethyl ester C(C)OC(=O)C1=CC=2C(=CN=C(C2)OC)N1C(C)=O